2-(5-bromopyridin-2-yl)-N-(2,6-dichloro-4'-(ethylsulfonyl)-[1,1'-biphenyl]-4-yl)acetamide BrC=1C=CC(=NC1)CC(=O)NC1=CC(=C(C(=C1)Cl)C1=CC=C(C=C1)S(=O)(=O)CC)Cl